(2R)-1-[(4aR,8aS)-decahydroquinolin-1-yl]-3-[bis(2-hydroxyethyl)amino]-2-{cyclopropyl[(2,4-dimethoxyphenyl)methyl]amino}propan-1-one N1(CCC[C@H]2CCCC[C@H]12)C([C@@H](CN(CCO)CCO)N(CC1=C(C=C(C=C1)OC)OC)C1CC1)=O